CN(C1=CC=C2CCNCC2=C1)C N,N-dimethyl-1,2,3,4-tetrahydroisoquinolin-7-amine